NC=1SC2=C(N1)C=CC(=C2)C2(NN(C=C2)CC2=CC=C(C(=O)NO)C=C2)C2=CC(=CC=C2)Br 4-{[3-(2-aminobenzo[d]thiazol-6-yl)-3-(3-bromophenyl)-1H-pyrazol-1-yl]methyl}-N-hydroxybenzamide